(2S,5R)-1-(3'-amino-2'-methyl-[1,1'-biphenyl]-4-carbonyl)-5-(2-chlorophenyl)pyrrolidine-2-carboxylic acid NC=1C(=C(C=CC1)C1=CC=C(C=C1)C(=O)N1[C@@H](CC[C@@H]1C1=C(C=CC=C1)Cl)C(=O)O)C